C(C1=CC=CC=C1)C(CCC)[Sn] 1-Benzylbutyltin